tris(2,4-pentanedione) ruthenium [Ru].CC(CC(C)=O)=O.CC(CC(C)=O)=O.CC(CC(C)=O)=O